C1(CC1)NC(=O)C=1C=CC(=C(C1)C=1C=NC(=C(C(=O)NC(C(F)F)C)C1)NC(CO)(C)C)C 5-(5-(cyclopropylcarbamoyl)-2-methylphenyl)-N-(1,1-difluoropropan-2-yl)-2-((1-hydroxy-2-methylpropan-2-yl)amino)nicotinamide